6-chloro-3-nitroimidazo[1,2-b]pyridazine-8-carboxylic acid ethyl ester C(C)OC(=O)C=1C=2N(N=C(C1)Cl)C(=CN2)[N+](=O)[O-]